C(C)C1=CC(=NS1)C(=O)N[C@@H]1C[C@@H](N(CC1)C(=O)OC(C)(C)C)C (2S,4S)-tert-butyl 4-(5-ethyl-1,2-thiazole-3-carboxamido)-2-methylpiperidine-1-carboxylate